2-(difluoromethoxy)-6-methoxypyridin-3-amine FC(OC1=NC(=CC=C1N)OC)F